1-(4-chloro-2-((7-methyl-[1,2,4]triazolo[1,5-a]pyridin-6-yl)amino)pyrimidin-5-yl)-N-(3-fluorobicyclo[1.1.1]pentan-1-yl)cyclopropane-1-carboxamide ClC1=NC(=NC=C1C1(CC1)C(=O)NC12CC(C1)(C2)F)NC=2C(=CC=1N(C2)N=CN1)C